5-chloro-2-(2-chloro-4-fluorobenzyl)-1H-benzimidazole ClC1=CC2=C(NC(=N2)CC2=C(C=C(C=C2)F)Cl)C=C1